1-phenyl-vinyl-boric acid C1(=CC=CC=C1)C(=C)OB(O)O